2-fluoro-4-(1-propionylindolin-5-yl)benzoic acid FC1=C(C(=O)O)C=CC(=C1)C=1C=C2CCN(C2=CC1)C(CC)=O